ClC1=C(C=CC=C1F)C(C)(C)NC(C[C@H]1N(CCC1)C)=O (S)-N-(2-(2-chloro-3-fluorophenyl)propan-2-yl)-2-(1-methylpyrrolidin-2-yl)acetamide